FC=1C=NC(=C(C(=O)NC=2C(=NC(=CC2)OC)C)C1)NC1=C(C=C(C=C1)F)C(C)C 5-fluoro-2-((4-fluoro-2-isopropylphenyl)amino)-N-(6-methoxy-2-methylpyridin-3-yl)nicotinamide